(R)-1-(heptadecan-9-yl) 8-(1-hydroxy-3-(palmitoyloxy)propan-2-yl) octanedioate C(CCCCCCC(=O)O[C@H](CO)COC(CCCCCCCCCCCCCCC)=O)(=O)OC(CCCCCCCC)CCCCCCCC